N1CCC(CC1)C1=CC=C(OC2=NC=C(C(=O)OC(C)(C)C)C=C2)C=C1 tert-butyl 6-(4-(piperidin-4-yl)phenoxy)nicotinate